The molecule is the C-nitro compound that is chlorobenzene with three nitro substituents in the 2-, 4- and 6-positions. It has a role as an epitope, an explosive, a hapten and an allergen. It is a C-nitro compound and a member of monochlorobenzenes. C1=C(C=C(C(=C1[N+](=O)[O-])Cl)[N+](=O)[O-])[N+](=O)[O-]